CNCC1OCC(C2=C1OC=C2)C2=CC(=C(C=C2)Cl)Cl methyl-1-(4-(3,4-dichlorophenyl)-4,7-dihydro-5H-furo[2,3-c]pyran-7-yl)methylamine